bis[4-(diphenylamino)phenyl]-N,N'-di-1-naphthyl-biphenyl-4,4'-diamine C1(=CC=CC=C1)N(C1=CC=C(C=C1)C=1C(=C(C=CC1NC1=CC=CC2=CC=CC=C12)C1=CC=C(C=C1)NC1=CC=CC2=CC=CC=C12)C1=CC=C(C=C1)N(C1=CC=CC=C1)C1=CC=CC=C1)C1=CC=CC=C1